3-isopropyl-6-methoxy-1,2,3,4-tetrahydro-2,7-naphthyridine C(C)(C)C1NCC2=CN=C(C=C2C1)OC